BrC1=CC=2N(C=C1)N=CC2C(=O)N[C@@H]2CC[C@H](CC2)OC trans-5-Bromo-N-(4-methoxycyclohexyl)pyrazolo[1,5-a]pyridine-3-carboxamide